N1(C=NC=C1)CCCNC(C(C)(C)C=1SC(=CC1)C1=CC=C(C=C1)Cl)=O N-(3-(1H-imidazol-1-yl)propyl)-2-(5-(4-chlorophenyl)thiophen-2-yl)-2-methylpropanamide